C(C)(=O)OC(OC(C)=O)[SiH2]C=1SC=CC1 Diacetyloxymethylthienylsilan